C(C)(C)(C)OC(=O)N(C(OC(C)(C)C)=O)C1=NC=CC(=C1OC)C1=NC=NS1 tert-butyl (tert-butoxycarbonyl)(3-methoxy-4-(1,2,4-thiadiazol-5-yl)pyridin-2-yl)carbamate